O=C1NC2(CN(C2)C(=O)OC2CC(C2)OCC2=C(C=C(C(=C2)F)F)F)CO1 3-((2,4,5-trifluorobenzyl)oxy)cyclobutyl 6-oxo-7-oxa-2,5-diazaspiro[3.4]octane-2-carboxylate